5-[3-(5-quinolyl)phenyl]sulfonylquinolin-8-ol N1=CC=CC2=C(C=CC=C12)C=1C=C(C=CC1)S(=O)(=O)C1=C2C=CC=NC2=C(C=C1)O